2,7-dioctyl[1]benzothieno[3,2-b][1]-benzothiophene C(CCCCCCC)C1=CC2=C(C=C1)C=1SC3=C(C1S2)C=CC(=C3)CCCCCCCC